tert-butyl N-[2-({4-[4-(4-cyclopropyloxy-6-fluoropyridin-3-ylamino)-2,6-difluorophenoxy] quinolin-7-yl} oxy) ethyl]-N-methylcarbamate C1(CC1)OC1=C(C=NC(=C1)F)NC1=CC(=C(OC2=CC=NC3=CC(=CC=C23)OCCN(C(OC(C)(C)C)=O)C)C(=C1)F)F